(2R)-2-(5-fluoro-2-methoxypyridin-4-yl)-1-(7-methyl-3,4-dihydro-1H-spiro[1,8-naphthyridine-2,3'-pyrrolidin]-1'-yl)propan-1-one FC=1C(=CC(=NC1)OC)[C@H](C(=O)N1CC2(CC1)NC1=NC(=CC=C1CC2)C)C